O=C1NC(CCC1N1C(C2=CC=CC(=C2C1=O)NCC=1C=NN(C1)C1CCN(CC1)C([C@H](C)O)=O)=O)=O 2-(2,6-dioxopiperidin-3-yl)-4-(((1-(1-((S)-2-hydroxypropanoyl)piperidin-4-yl)-1H-pyrazol-4-yl)methyl)amino)isoindoline-1,3-dione